C(CCC)[Sn](C(=C)COC1OCCCC1)(CCCC)CCCC Tributyl-(3-((tetrahydro-2H-pyran-2-yl)oxy)prop-1-en-2-yl)stannane